TETRAMETHYL-AMMONIUM HYDROXIDE [OH-].C[N+](C)(C)C